cyclopenta[a]phenanthren-3-yl (3-((tert-butoxycarbonyl)amino)-3-methylbutyl)(8-((((4-methoxybenzyl)oxy)carbonyl)amino)-8-methylnonyl)carbamate C(C)(C)(C)OC(=O)NC(CCN(C(OC=1C=CC2=C3C=CC=4C=CCC4C3=CC=C2C1)=O)CCCCCCCC(C)(C)NC(=O)OCC1=CC=C(C=C1)OC)(C)C